N-(4-((2-(1,1-difluoroethyl)pyrimidin-4-yl)amino)-5-(5-ethyl-1,3,4-thiadiazol-2-yl)pyridin-2-yl)acetamide FC(C)(F)C1=NC=CC(=N1)NC1=CC(=NC=C1C=1SC(=NN1)CC)NC(C)=O